C(CCCCCCCCCCC)C=1OCCCN1 2-dodecyl-4,5-dihydro-1,3-oxazine